CC(C)(C1=CC(=C(C(=C1)Br)O)Br)C1=CC(=C(C(=C1)Br)O)Br 4,4'-(propane-2,2-diyl)bis(2,6-dibromophenol)